BrC1=CC=C2C(N(C=NC2=C1)[C@H](C)C=1C=C(C(=O)O)C=CC1)=O (R)-3-(1-(7-bromo-4-oxoquinazolin-3(4H)-yl)ethyl)benzoic acid